COC1=CC=C(C=C1)[C@H]1CC[C@H](CC1)CC(=O)NC1=CC=C(C=C1)C1CCOCC1 cis-2-(4-(4-Methoxyphenyl)cyclohexyl)-N-(4-(tetrahydro-2H-pyran-4-yl)phenyl)acetamide